ClC1=NC=CC(=C1)CC(C(=O)N)(C)O (2-chloropyridin-4-yl)-2-hydroxy-2-methylpropanamide